9,10-diiodomethyl-anthracene ICC=1C2=CC=CC=C2C(=C2C=CC=CC12)CI